FC(C=1C=C(C=C(C1)C(F)(F)F)C1CC(NC1)=O)(F)F 4-(3,5-bis(trifluoromethyl)phenyl)pyrrolidin-2-one